6-bromo-4-(2-bromo-2-fluorocyclopropoxy)-2-(4-methoxybenzyl)phthalazin-1(2H)-one BrC=1C=C2C(=NN(C(C2=CC1)=O)CC1=CC=C(C=C1)OC)OC1C(C1)(F)Br